tert-butyl (3S,4S)-3-fluoro-4-[[6-(6-pyrrolidin-1-ylimidazo[1,2-a]pyrazin-3-yl)-2-pyridyl]amino]pyrrolidine-1-carboxylate F[C@H]1CN(C[C@@H]1NC1=NC(=CC=C1)C1=CN=C2N1C=C(N=C2)N2CCCC2)C(=O)OC(C)(C)C